2-(4-chloro-2-(1,1-difluoropropyl)-5-fluorophenoxy)-3-fluoropropan-1-ol ClC1=CC(=C(OC(CO)CF)C=C1F)C(CC)(F)F